1-(2-{2-acetyl-2-azaspiro[3.4]octan-5-yl}acetyl)-4-fluoro-N-{phenyl[4-(propan-2-yl)phenyl]methyl}pyrrolidine-2-carboxamide C(C)(=O)N1CC2(C1)C(CCC2)CC(=O)N2C(CC(C2)F)C(=O)NC(C2=CC=C(C=C2)C(C)C)C2=CC=CC=C2